O-[2-[[tert-butoxycarbonyl]amino]ethyl]-N-[benzyloxycarbonyl]-L-tyrosine C(C)(C)(C)OC(=O)NCCOC1=CC=C(C[C@H](NC(=O)OCC2=CC=CC=C2)C(=O)O)C=C1